ClC=1SC2=C(N1)C=CC(=C2)S(=O)(=O)N(C)C 2-chloro-N,N-dimethylbenzo[d]thiazole-6-sulfonamide